C(C)(C)(CCC)OOC(C(=O)[O-])(CCCC)CC t-hexylperoxy-2-Ethylhexanoate